5-[(2,5-dichloro-pyrimidin-4-yl)amino]-3-(3,5-dihydroxy-3-methyl-pentyl)-1-methyl-benzimidazol-2-one ClC1=NC=C(C(=N1)NC1=CC2=C(N(C(N2CCC(CCO)(C)O)=O)C)C=C1)Cl